N-{2-[(3R,4S)-3-fluoro-4-[2-(methylamino)ethoxy]piperidin-1-yl]pyrimidin-4-yl}-8-[(2R,3S)-3-(methanesulfonylmeth-yl)-2-methylazetidin-1-yl]-5-(propan-2-yl)isoquinolin-3-amine F[C@@H]1CN(CC[C@@H]1OCCNC)C1=NC=CC(=N1)NC=1N=CC2=C(C=CC(=C2C1)C(C)C)N1[C@@H]([C@H](C1)CS(=O)(=O)C)C